C(C)(C)(C)OC(=O)NC(CC(=O)O)C1=C(C=CC(=C1)[N+](=O)[O-])F 3-((tert-butoxycarbonyl)amino)-3-(2-fluoro-5-nitrophenyl)propionic acid